5-bromo-1-((2-(trimethylsilyl)ethoxy)methyl)-1H-indazole-3-carbonitrile BrC=1C=C2C(=NN(C2=CC1)COCC[Si](C)(C)C)C#N